2-chloro-4-[[3-[4-(cyanomethoxy)-2,3-difluoro-phenyl]imidazo[1,2-a]pyrazin-8-yl]amino]-N-methyl-N-[2-(4-piperidyl)ethyl]benzamide ClC1=C(C(=O)N(CCC2CCNCC2)C)C=CC(=C1)NC=1C=2N(C=CN1)C(=CN2)C2=C(C(=C(C=C2)OCC#N)F)F